1-(7Z,10Z,13Z,16Z-docosatetraenoyl)-2-(5Z,8Z,11Z,14Z,17Z-eicosapentaenoyl)-glycero-3-phosphoserine CCCCC/C=C\C/C=C\C/C=C\C/C=C\CCCCCC(=O)OC[C@H](COP(=O)(O)OC[C@@H](C(=O)O)N)OC(=O)CCC/C=C\C/C=C\C/C=C\C/C=C\C/C=C\CC